(S)-5-benzyl-N-(5-methyl-4-oxo-7-(1H-tetrazol-5-yl)-2,3,4,5-tetrahydrobenzo[b][1,4]oxazepin-3-yl)isoxazole-3-carboxamide C(C1=CC=CC=C1)C1=CC(=NO1)C(=O)N[C@@H]1C(N(C2=C(OC1)C=CC(=C2)C2=NN=NN2)C)=O